CC=1C(=NC2=CC(=C(C=C2C1)OC)OC(C)=O)NC1=C(C=C(C=C1)Br)F methyl-2-((2-fluoro-4-bromophenyl)amino)-6-methoxy-7-acetoxyquinoline